4-((1S,2S)-2-(6-chloroimidazo[1,2-b]pyridazin-8-yl)cyclopropyl)-2-methoxybenzonitrile ClC=1C=C(C=2N(N1)C=CN2)[C@@H]2[C@H](C2)C2=CC(=C(C#N)C=C2)OC